COC=1C=C(C=CC1)CC(C(=O)N)C1=CC=CC=C1 3-(m-methoxyphenyl)-2-phenylpropionamide